1-(tert-butyl)-3-(2,6-difluorophenyl)-5-methyl-pyrazol-4-ol C(C)(C)(C)N1N=C(C(=C1C)O)C1=C(C=CC=C1F)F